2-(2-(2-(2-azidoethoxy)ethoxy)ethyl)-4-(2-oxoindolin-6-yl)pyridinecarboxamide N(=[N+]=[N-])CCOCCOCCC1(NC=CC(=C1)C1=CC=C2CC(NC2=C1)=O)C(=O)N